C(C)(C)(C)C=C(C(=O)N)C1=CC=C(C=C1)Cl (tert-butyl)-2-(4-chlorophenyl)acrylamide